NC1=C(C(=CC(=C1)F)C=1C=NC(NC1)=O)C1=C(C=C(C(=C1)Cl)C(=O)NC1=CC(=NC=C1)C(F)(F)F)F 2'-amino-5-chloro-2,4'-difluoro-6'-(2-oxo-1,2-dihydropyrimidin-5-yl)-N-(2-(trifluoromethyl)pyridin-4-yl)-[1,1'-biphenyl]-4-carboxamide